FC1=C(C=CC=C1C[C@@H]1N(CC([C@@H]1NS(=O)(=O)CC)(F)F)C(=O)N(N(C)C)C)C1=CC(=CC=C1)F N-((2S,3R)-2-[(2,3'-difluoro[1,1'-biphenyl]-3-yl)methyl]-4,4-difluoro-1-(trimethylhydrazinecarbonyl)pyrrolidin-3-yl)ethanesulfonamide